[Br-].C(CCCCC)N1CC=C(C=C1)C N-hexyl-4-methylpyridine bromide